N-((1,1'-biphenyl)-4-yl)-3'-(9H-carbazol-9-yl)-(1,1'-biphenyl)-4-amine C1(=CC=C(C=C1)NC1=CC=C(C=C1)C1=CC(=CC=C1)N1C2=CC=CC=C2C=2C=CC=CC12)C1=CC=CC=C1